Bis-chloroethylmethylamine ClCCN(C)CCCl